N1=NC=C2N1C=NC=C2 1,2,3-triazolo[1,5-c]pyrimidine